C[C@H]([C@]12CC(=C3[C@@]4([C@H]1[NH+](CC4)CC=C2)C5=CC=CC=C5N3)C(=O)OC)OC(=O)C The molecule is an ammonium ion resulting from the protonation of the tertiary amino group of (-)-(R)-19-O-acetyltabersonine. The major species at pH 7.3. It is an indole alkaloid cation and an ammonium ion derivative.